C(C)(C)N1C(C=CC(=C1)C1=NC(=NC=C1)NC1=NC=C(C=C1)N1CCOCC1)=O 1-isopropyl-5-(2-(5-morpholinopyridin-2-yl)aminopyrimidin-4-yl)-pyridin-2(1H)-one